4-methyl-1-(2-((1-(piperidin-4-yl)-1H-pyrazol-4-yl)amino)pyrimidin-4-yl)piperidin-4-ylcyclopropane-1-carboxamide CC1(CCN(CC1)C1=NC(=NC=C1)NC=1C=NN(C1)C1CCNCC1)C1(CC1)C(=O)N